CC1=C(C(=CC(=C1)C)C)C1=NC(=NC(=C1)C1=C(C=C(C=C1C)C)C)NS(=O)(=O)C1=CC=CC=C1 N-[4,6-bis(2,4,6-trimethylphenyl)pyrimidin-2-yl]benzenesulfonamide